Pyridine-3-ol hydrochloride Cl.N1=CC(=CC=C1)O